benzyl 4-[2-(4-tert-butoxy-1-carbamoyl-4-oxo-butyl)-4-methoxy-1-oxo-isoindolin-5-yl]-3,6-dihydro-2H-pyridine-1-carboxylate C(C)(C)(C)OC(CCC(C(N)=O)N1C(C2=CC=C(C(=C2C1)OC)C=1CCN(CC1)C(=O)OCC1=CC=CC=C1)=O)=O